1-(4-((5-bromo-4-((4-(dimethylphosphoryl)quinolin-3-yl)amino)pyrimidin-2-yl)amino)-5-cyclopropyloxy-2-(1-methyl-1H-pyrazol-4-yl)phenyl)piperidine-4-carboxaldehyde BrC=1C(=NC(=NC1)NC1=CC(=C(C=C1OC1CC1)N1CCC(CC1)C=O)C=1C=NN(C1)C)NC=1C=NC2=CC=CC=C2C1P(=O)(C)C